[N+](=O)(OCCCCCC(C)C)[O-] i-octyl nitrate